[3-(nitromethyl)oxetan-3-yl]ethanol [N+](=O)([O-])CC1(COC1)C(C)O